3-methoxy-5,5-dimethyl-6-oxo-3-(4-(tri-fluoromethyl)thiazol-2-yl)cyclohex-1-enecarbonitrile COC1(C=C(C(C(C1)(C)C)=O)C#N)C=1SC=C(N1)C(F)(F)F